[As].[Sn].[Ge].[Si] silicon germanium tin arsenic